3-(5-((7-benzhydryl-2,7-diazaspiro[3.5]nonan-2-yl)methyl)-1-oxoisoindolin-2-yl)piperidine-2,6-dione C(C1=CC=CC=C1)(C1=CC=CC=C1)N1CCC2(CN(C2)CC=2C=C3CN(C(C3=CC2)=O)C2C(NC(CC2)=O)=O)CC1